The molecule is a 3-hydroxy fatty acid that is tetradecanoic (myristic) acid substituted at position 3 by a hydroxy group It has a role as a bacterial metabolite and a human metabolite. It is a 3-hydroxy fatty acid, a long-chain fatty acid and a 3-hydroxy monocarboxylic acid. It derives from a tetradecanoic acid. It is a conjugate acid of a 3-hydroxytetradecanoate. CCCCCCCCCCCC(CC(=O)O)O